C(C)NC1=C2C(=NC(=C1)NC1=CC=C(C=3CCOC31)C(=O)N3CCN(CC3)C3COC3)NC=C2C(F)(F)F (7-((4-(ethylamino)-3-(trifluoromethyl)-1H-pyrrolo[2,3-b]pyridin-6-yl)amino)-2,3-dihydrobenzo-furan-4-yl)(4-(oxetan-3-yl)piperazin-1-yl)methanone